(R)- or (S)-indane C1CCC2=CC=CC=C12